C(C)(C)(C)OC(=O)NC=1C=CC=C2C=CC=NC12 8-((tert-butoxycarbonyl)amino)quinoline